ClC1=C2OC=3C=C(C=CC3C(C2=CC=C1)=O)N1C(CCC1)C(=O)O 1-(5-chloro-9-oxo-xanthen-3-yl)pyrrolidine-2-carboxylic acid